N1N=NN=C1C=1C=C(C=CC1)CN (3-(1H-tetrazol-5-yl)phenyl)methanamine